(5-(6-(4-(2,2-difluoroethyl)piperazin-1-yl)-1H-benzo[d]imidazol-2-yl)-1H-pyrrol-3-yl)(2-(trifluoromethyl)phenyl)methanone FC(CN1CCN(CC1)C=1C=CC2=C(NC(=N2)C2=CC(=CN2)C(=O)C2=C(C=CC=C2)C(F)(F)F)C1)F